S(=O)(=O)([O-])[O-].C(CCCCCCCCC)[NH+](CC)CCN1CCOCC1.C(CCCCCCCCC)[NH+](CCN1CCOCC1)CC n-decaneyl-morpholinoethyl-ethyl-ammonium sulfate